CC(C)(C)OC(=O)C1=NC(=NN1C(C)C)CN1CCOCC1 1,1-dimethylethyl-1-(1-methylethyl)-3-(4-morpholinylmethyl)-1H-1,2,4-triazole-5-carboxylate